4,4,5,5-tetramethyl-2-phenethyl-1,3,2-dioxaborolane CC1(OB(OC1(C)C)CCC1=CC=CC=C1)C